racemic-(Z)-tert-butyl 2-(2,3-dihydrobenzofuran-2-yl)-3-fluoroallylcarbamate O1C(CC2=C1C=CC=C2)\C(\CNC(OC(C)(C)C)=O)=C/F